tert-butyl N-[2-[2-[2-[2-[5-[1-[(2-cyano-3-pyridyl)methyl]-2,2-dimethyl-3-oxo-pyrrolo[2,3-b]pyridin-6-yl]pyrimidin-2-yl]oxyethoxy]ethoxy]ethoxy]ethyl]carbamate C(#N)C1=NC=CC=C1CN1C(C(C=2C1=NC(=CC2)C=2C=NC(=NC2)OCCOCCOCCOCCNC(OC(C)(C)C)=O)=O)(C)C